trimethylsilyl (Trimethylsilyl) borate B(O[Si](C)(C)C)(O[Si](C)(C)C)[O-]